O1N=NC(=C1)C(=O)NN Oxadiazolehydrazide